FC(C=1C(NC=2C=C(C=NC2C1C)CN1CCN(CC1)C=1C=CC(=NC1)C(=O)NC)=O)F 5-(4-((7-(difluoromethyl)-8-methyl-6-oxo-5,6-dihydro-1,5-naphthyridin-3-yl)methyl)piperazin-1-yl)-N-methylpicolinamide